CN1C(C(=CC(=C1)B1OC(C(O1)(C)C)(C)C)C(F)(F)F)=O 1-methyl-5-(4,4,5,5-tetramethyl-1,3,2-dioxaborolan-2-yl)-3-(trifluoromethyl)pyridin-2-one